1-(4-Hydroxyphenyl)-3-(4-propoxyphenyl)prop-2-en-1-one OC1=CC=C(C=C1)C(C=CC1=CC=C(C=C1)OCCC)=O